C(C)OC(=O)C=1C(=NN2C1N=C(C(=C2)F)Cl)N E-2-amino-5-chloro-6-fluoropyrazolo[1,5-a]pyrimidine-3-carboxylic acid ethyl ester